ethylacrolein CCC(=C)C=O